BrC1=C(C=CC(=N1)NC(=O)[C@H]1NC[C@@H](C1)F)OC (2S,4R)-N-(6-bromo-5-methoxypyridin-2-yl)-4-fluoropyrrolidine-2-carboxamide